(pyridylpropaneyl)pyridine N1=C(C=CC=C1)CCCC1=NC=CC=C1